BrC=1C=C(C=C2C(=NC=NC12)N(C(C)C1=NC=CN=C1N1N=CC=N1)C)C(F)(F)F 8-bromo-N-methyl-N-[1-[3-(triazol-2-yl)pyrazin-2-yl]ethyl]-6-(trifluoromethyl)quinazolin-4-amine